1-(1-chloro-8-isopropoxyisoquinolin-6-yl)-4-ethyl-1H-1,2,4-triazol-5(4H)-one ClC1=NC=CC2=CC(=CC(=C12)OC(C)C)N1N=CN(C1=O)CC